N,N-Dimethylaminosulfonamide CNN(S(=O)=O)NC